phenylbutyric acid (phenyl lactate) C1(=CC=CC=C1)C(C(=O)O)(O)C.C1(=CC=CC=C1)C(C(=O)O)CC